COC(=O)C1=CN(C(C=C1)=O)CCCCBr 1-(4-bromobutyl)-6-oxo-1,6-dihydropyridine-3-carboxylic acid methyl ester